5-chloro-2-(morpholino-d8)pyridin-4-amine ClC=1C(=CC(=NC1)N1C(C(OC(C1([2H])[2H])([2H])[2H])([2H])[2H])([2H])[2H])N